(E)-1-(2-hydroxy-4,5-dimethoxyphenyl)-3-(3-methoxyphenyl)prop-2-ene OC1=C(C=C(C(=C1)OC)OC)C\C=C\C1=CC(=CC=C1)OC